C(C1=CC=CC=C1)OC=1C=C2C(=CNC2=CC1)CCC1N(CCC=2C=C3C(=CC12)ONO3)CC3CCOCC3 5-(2-(5-(benzyloxy)-1H-indol-3-yl)ethyl)-6-((tetrahydro-2H-pyran-4-yl)methyl)-5,6,7,8-tetrahydro-[1,3]dioxazolo[4,5-g]isoquinoline